1-(tert-butyl)-2-(2,6-dimethylphenyl)disulfane Tert-butyl-(7-oxo-7-((5-phenylthiazol-2-yl)amino)heptyl)carbamate C(C)(C)(C)N(C(O)=O)CCCCCCC(NC=1SC(=CN1)C1=CC=CC=C1)=O.C(C)(C)(C)SSC1=C(C=CC=C1C)C